m-nitrobenzylideneacetoacetic acid ethyl ester C(C)OC(CC(=O)C=CC1=CC(=CC=C1)[N+](=O)[O-])=O